CCCCCCCCCCO n-Decan-1-ol